7-(2,4-difluorophenethyl)-3,4,11,11a-tetrahydropyrimido[6',1':2,3]imidazo[5,1-c][1,4]oxazin-9(1H)-one FC1=C(CCC2=NC(N3C(N4C(COCC4)C3)=C2)=O)C=CC(=C1)F